N,N,N',N'-tetrakis(4-methoxybenzyl)octanediamide COC1=CC=C(CN(C(CCCCCCC(=O)N(CC2=CC=C(C=C2)OC)CC2=CC=C(C=C2)OC)=O)CC2=CC=C(C=C2)OC)C=C1